C(C)SC=1OC2=C(C=C(C=C2C(C1C)=O)C)[C@@H](C)NC=1C(=NC(=CC1)OC)C 2-Ethylsulfanyl-8-[(1R)-1-[(6-methoxy-2-methyl-3-pyridyl)amino]ethyl]-3,6-dimethyl-chromen-4-one